(S)-6-bromo-2-(2,5-dimethyl-1-(4-morpholinophenyl)-1H-pyrrol-3-yl)-N-(1-(ethylsulfonyl)pyrrolidin-3-yl)-3H-imidazo[4,5-b]pyridin-7-amine BrC=1C(=C2C(=NC1)NC(=N2)C2=C(N(C(=C2)C)C2=CC=C(C=C2)N2CCOCC2)C)N[C@@H]2CN(CC2)S(=O)(=O)CC